NCC1=CC=C(C=C1)CNC1=C(C(=NN1C(=O)C1=CSC=C1)C1CC(N(C1C)S(=O)(=O)N1CC(CC1)O)O)OC 4-[5-({[4-(Aminomethyl)phenyl]methyl}amino)-4-methoxy-1-(thiophen-3-carbonyl)-1H-pyrazol-3-yl]-1-[(3-hydroxypyrrolidin-1-yl)sulfonyl]-5-methylpyrrolidin-2-ol